1-butoxy-4-(isocyanatomethyl)benzene C(CCC)OC1=CC=C(C=C1)CN=C=O